N-((1R)-5-(5-(1-methoxyethyl)-1,2,4-oxadiazol-3-yl)-2,3-dihydro-1H-inden-1-yl)-1-methyl-1H-pyrazole-4-carboxamide COC(C)C1=NC(=NO1)C=1C=C2CC[C@H](C2=CC1)NC(=O)C=1C=NN(C1)C